ClC1=C(C=C2C(=N1)N(C=C2/C(/C(F)F)=N\[S@@](=O)C(C)(C)C)C2CCC2)F (S,E)-N-(1-(6-chloro-1-cyclobutyl-5-fluoro-1H-pyrrolo[2,3-b]pyridin-3-yl)-2,2-difluoroethylidene)-2-methylpropane-2-sulfinamide